(3-methyl-1-(3-(trifluoromethyl)benzyl)-1H-indol-5-yl)acrylamide CC1=CN(C2=CC=C(C=C12)C(C(=O)N)=C)CC1=CC(=CC=C1)C(F)(F)F